8-(3-chloro-2-fluorophenyl)-6-(3-fluoropyridin-2-yl)-8-methyl-2-(methylsulfanyl)-7,8-dihydropyrido[4,3-d]pyrimidin-5(6H)-one ClC=1C(=C(C=CC1)C1(CN(C(C2=C1N=C(N=C2)SC)=O)C2=NC=CC=C2F)C)F